C1(=CC=C(C=C1)N(C1=CC=CC=2C3(C4=CC=CC=C4C12)C1=CC=CC=C1C=1C=CC=CC13)C1=CC=C(C=C1)C1=CC=CC=C1)C1=CC=CC=C1 N,N-bis([1,1'-biphenyl]-4-yl)-9,9'-Spirobi[9H-fluorene]-4-amine